[Cl-].N1=CN=C(C=C1)C1=CN=[N+](C=C1)CCC#N 3-(4-Pyrimidin-4-Ylpyridazin-1-Ium-1-yl)Propanenitrile Chloride Salt